C(C)N1C(C(C=2C1=CC=1C(=NN=C(C1C2)C)N[C@H](C)C2=C(C(=CC=C2)C(CO)(F)F)F)(C)OC)=O 1-ethyl-3-methoxy-3,5-dimethyl-8-[[(1R)-1-[3-(1,1-difluoro-2-hydroxy-ethyl)-2-fluoro-phenyl]ethyl]amino]pyrrolo[2,3-g]phthalazin-2-one